ClC1=CC=C(C(=N1)C(=O)NS(=O)(=O)C)N[C@H](C)C=1C=C(C=C2C(C(=C(OC12)C=1C=NN(C1)CC(C)(C)O)C)=O)C 6-Chloro-3-[[(1R)-1-[2-[1-(2-hydroxy-2-methyl-propyl)pyrazol-4-yl]-3,6-dimethyl-4-oxo-chromen-8-yl]ethyl]amino]-N-methylsulfonyl-pyridine-2-carboxamide